BrC=1C=C(C2=C(N(C(N2C)=O)C)C1)C=1CCN(CC1)C(=O)OC(C)(C)C tert-butyl 4-(6-bromo-1,3-dimethyl-2-oxo-benzimidazol-4-yl)-3,6-dihydro-2H-pyridine-1-carboxylate